FC(C1=C(CNC2=C3N=CN(C3=NC=N2)[C@H]2[C@@H](O)[C@H](O)[C@H](O2)CO)C=CC=C1)(F)F 6-(2-(Trifluoromethyl)benzylamino)-9-β-D-arabinofuranosylpurin